5-(benzyloxy)-1H-1,2,3-triazole-4-carboxylic acid C(C1=CC=CC=C1)OC1=C(N=NN1)C(=O)O